O1C(=NC2=C1C=CC=C2)C=2N=C(N(C(C2O)=O)C)N2C(C1=CC(=CC=C1CC2)C(=O)N(C)C)C2=CC=NC=C2 2-[4-(1,3-benzoxazol-2-yl)-5-hydroxy-1-methyl-6-oxopyrimidin-2-yl]-N,N-dimethyl-1-(pyridin-4-yl)-3,4-dihydro-1H-isoquinoline-7-carboxamide